3-amino-4-[7-chloro-2-(oxan-2-yl)indazol-4-yl]-7-fluoro-1-[(4-methoxyphenyl)methyl]-6-propan-2-yloxyquinolin-2-one NC=1C(N(C2=CC(=C(C=C2C1C=1C2=CN(N=C2C(=CC1)Cl)C1OCCCC1)OC(C)C)F)CC1=CC=C(C=C1)OC)=O